C(C)(C)(C)OC(=O)N(C1=CC(=C(C2=C1C=CO2)CBr)C(=O)OC)C(=O)OC(C)(C)C methyl 4-(bis(tert-butyloxycarbonyl)amino)-7-(bromomethyl)benzofuran-6-carboxylate